FC1=C(CC2=NC3=C(N2C[C@H]2OCC2)C=C(C=C3)C(=O)O)C=C(C(=C1)C1=NC(=CC=C1)OCC=1SC(=CN1)C=1N=NN(C1)C)F (S)-2-(2,5-difluoro-4-(6-((5-(1-methyl-1H-1,2,3-triazol-4-yl)thiazol-2-yl)methoxy)pyridin-2-yl)benzyl)-1-(oxetan-2-ylmethyl)-1H-benzo[d]imidazole-6-carboxylic acid